CC(C(C1=CC=C(C=C1)O)C1=CC=C(C=C1)O)C 2-methyl-1,1-bis-(4-hydroxyphenyl)propane